BrC1=C(C=C2C(=NC(=NC2=C1F)Cl)N1C[C@@H](N(CC1)C(=O)OC(C)(C)C)CC#N)Cl tert-butyl (S)-4-(7-bromo-2,6-dichloro-8-fluoroquinazolin-4-yl)-2-(cyanomethyl)piperazin-1-carboxylate